CC=1N=CN2C1C=C(C(=C2)C(=O)N)OC2=CC=C(C=C2)OCCOC2CCOCC2 1-methyl-7-[4-(2-tetrahydropyran-4-yloxyethoxy)phenoxy]imidazo[1,5-a]pyridine-6-carboxamide